NC=1C2=C(N=CN1)N(C(=C2C2=CC=C(C=C2)C(=O)N2C1(CC(C2)C1)C)C1=CC=C(C=C1)NC(C(=C)C)=O)C N-(4-(4-amino-7-methyl-5-(4-(1-methyl-2-aza-bicyclo[2.1.1]hexane-2-carbonyl)phenyl)-7H-pyrrolo[2,3-d]pyrimidin-6-yl)phenyl)methacrylamide